C(C)N1N=C(C(=C1C=1N=CN(C1)C)OCC1=CC=C(C=C1)OC)C 1-ethyl-4-[(4-methoxyphenyl)methoxy]-3-methyl-5-(1-methyl-1H-imidazol-4-yl)-1H-pyrazole